N1=CC=C(C=C1)C=1N=C(C2=C(N1)C=NC=C2)N2CCC1(CCN(C1)[C@H](CO)C)CC2 (S)-2-(8-(2-(pyridin-4-yl)pyrido[3,4-d]pyrimidin-4-yl)-2,8-diazaspiro[4.5]decan-2-yl)propan-1-ol